ClC=1C=C2C=CC(=NC2=CC1)C1=CC=C(OCCN2[C@@H](C(N(CC2)C)=O)C)C=C1 (R)-4-{2-[4-(6-chloroquinolin-2-yl)phenoxy]ethyl}-1,3-dimethylpiperazin-2-one